3-[(7-Bromo-1-methylindazol-3-yl)amino]propanoic acid BrC=1C=CC=C2C(=NN(C12)C)NCCC(=O)O